ClC1=C(C=NC(=C1)C#C)C1=C(C2=C(N=CN=C2N)N1C)C1=CC(=C(C=C1)OC1=NC=CC(=N1)C)F 6-(4-chloro-6-ethynylpyridin-3-yl)-5-{3-fluoro-4-[(4-methylpyrimidin-2-yl)oxy]phenyl}-7-methyl-7H-pyrrolo[2,3-d]pyrimidin-4-amine